2,2-Bis(3,5-difluoro-4-hydroxyphenyl)-1,1,1,3,3,3-hexafluoropropane FC=1C=C(C=C(C1O)F)C(C(F)(F)F)(C(F)(F)F)C1=CC(=C(C(=C1)F)O)F